2-{7-chloroimidazo[1,2-a]pyridin-6-yl}acetonitrile ClC1=CC=2N(C=C1CC#N)C=CN2